(4S,7S,9aR)-4-((tert-Butoxycarbonyl)amino)-5-oxooctahydro-1H-pyrrolo[1,2-a][1,4]diazepin C(C)(C)(C)OC(=O)N[C@H]1CNC[C@@H]2N(C1=O)CCC2